C(C(C#C)O)O but-3-yn-1,2-diol